((((2R,3S,4R,5R)-5-(6-chloro-4-(cyclohexylamino)-1H-pyrazolo[3,4-d]pyrimidin-1-yl)-3,4-dihydroxytetrahydrofuran-2-yl)methoxy)methyl)phosphonic acid ClC1=NC(=C2C(=N1)N(N=C2)[C@H]2[C@@H]([C@@H]([C@H](O2)COCP(O)(O)=O)O)O)NC2CCCCC2